C(C)OS(=O)(=O)[O-].CN1C(=[NH+]C=C1)C 1,2-dimethylimidazolium ethyl-sulfate